3-Cyano-2-isopropyl-N-(1-methyl-1H-indazol-6-yl)benzamide C(#N)C=1C(=C(C(=O)NC2=CC=C3C=NN(C3=C2)C)C=CC1)C(C)C